C(#N)[C@]1(COCC2=CC=C(C=C12)C(=O)O)C (4S)-4-cyano-4-methyl-isochroman-6-carboxylic acid